ClC=1C=C(C=CC1)C1=NN=C(S1)NC(=O)C1=CC(=NO1)C N-(5-(3-chlorophenyl)-1,3,4-thiadiazol-2-yl)-3-methylisoxazole-5-carboxamide